C(C)C1=CC=C(C=C1)CC/C=C/C1=CC=C2C=C3C(=NC2=C1)COCC3=O trans-8-(4-(4-ethylphenyl)butenyl)-1H-pyrano[3,4-B]quinolin-4(3H)-one